Cl.[Br-].C1(=CC=CC=C1)[PH+](C1=CC=CC=C1)C1=CC=CC=C1 triphenylphosphonium bromide hydrochloride